BrC=1C=C(C=C(C1)C(F)(F)F)N(C(=O)N([C@@H]1CN(C[C@H]1C1=CC=C(C=C1)F)C(=O)[C@@H]1CC[C@H](CC1)NC(OC)=O)C)C methyl (trans-4-{[(3S,4R)-3-[{[3-bromo-5-(trifluoromethyl)phenyl](methyl)carbamoyl}(methyl)amino]-4-(4-fluorophenyl)pyrrolidin-1-yl]carbonyl}cyclohexyl)carbamate